tert-butyl 4-(2-((5-(3-((3S,4R)-4-(3,4-difluorophenyl)-1-(2-methoxyethyl)pyrrolidin-3-yl)ureido)-4-methyl-1-phenyl-1H-pyrazol-3-yl)oxy)ethyl)piperazine-1-carboxylate FC=1C=C(C=CC1F)[C@H]1[C@@H](CN(C1)CCOC)NC(NC1=C(C(=NN1C1=CC=CC=C1)OCCN1CCN(CC1)C(=O)OC(C)(C)C)C)=O